C(C)OC1CN(C1)CC=1NC2=CC(=CC=C2C1)CNC(=O)C=1N=C2N(C(C1)=O)C=CC=C2 N-({2-[(3-ethoxyazetidin-1-yl)methyl]-1H-indol-6-yl}methyl)-4-oxo-4H-pyrido[1,2-a]pyrimidine-2-carboxamide